[3-[3-(1,3-benzothiazol-5-yl)-1H-pyrazolO[3,4-b]pyrazin-6-yl]-7-(5-methyl-1,2-oxazol-3-yl)-3-azabicyclo[4.1.0]heptan-7-yl]methanamine S1C=NC2=C1C=CC(=C2)C2=NNC1=NC(=CN=C12)N1CC2C(C2CC1)(C1=NOC(=C1)C)CN